Cl.N(=[N+]=[N-])CCN 2-azidoethan-1-amine HCl